ClC1=CC(=NC=C1)N1C=C(C2=C1N=CN=C2N2C[C@H](N(CC2)C(=O)OC(C)(C)C)C)N2C(CC2)=O tert-Butyl (R)-4-(7-(4-chloropyridin-2-yl)-5-(2-oxoazetidin-1-yl)-7H-pyrrolo[2,3-d]pyrimidin-4-yl)-2-methylpiperazine-1-carboxylate